COC1=C(C=CC=C1)C=1N=CC2=C(N1)C(=CS2)CC2=CC=C(C=C2)C=2N(C=C(N2)C(F)(F)F)C 2-(2-methoxyphenyl)-7-(4-(1-methyl-4-(trifluoromethyl)-1H-imidazol-2-yl)benzyl)thieno[3,2-d]pyrimidine